FC(C(=O)NC(C(=O)O)CCN(CCCCC1=NC=2NCCCC2C=C1)CC(CF)OC)(CCC)F 2-(2,2-difluoropentanoylamino)-4-[[3-fluoro-2-methoxy-propyl]-[4-(5,6,7,8-tetrahydro-1,8-naphthyridin-2-yl)butyl]amino]butanoic acid